(4s,5r)-3-(3,4-difluoro-2-methoxyphenyl)-4,5-bis(methyl-d3)-5-(trifluoromethyl)tetrahydrofuran-2-carboxylic acid FC=1C(=C(C=CC1F)C1C(O[C@]([C@H]1C([2H])([2H])[2H])(C(F)(F)F)C([2H])([2H])[2H])C(=O)O)OC